O1CCCOC2=C1C=CC(=C2)SC=2N=NC(=C(C2C#N)C)C 3-(3,4-dihydro-2H-1,5-benzodioxepin-7-ylsulfanyl)-5,6-dimethylpyridazine-4-carbonitrile